2-(5-chloro-2-fluorophenyl)acetic acid ClC=1C=CC(=C(C1)CC(=O)O)F